trans-5-methyl-2-[4-[5-methyl-4-(4-methylphenyl)-1,2,4-triazol-3-yl]cyclohexyl]oxypyridine methyl-2-((tert-butoxycarbonyl)amino)-3-((2-(naphthalen-1-yl)ethyl)amino)propanoate COC(C(CNCCC1=CC=CC2=CC=CC=C12)NC(=O)OC(C)(C)C)=O.CC=1C=CC(=NC1)O[C@@H]1CC[C@H](CC1)C1=NN=C(N1C1=CC=C(C=C1)C)C